N[C@H](CO)CC1=NC(=NO1)C1=CC(=CC=C1)OC1=NC=C(C=C1)Cl (S)-2-amino-3-(3-(3-((5-chloropyridin-2-yl)oxy)phenyl)-1,2,4-oxadiazol-5-yl)propan-1-ol